B(=O)C1=C(C=CC=C1)C1=C2C=CC(C(=C3C=CC(=C(C=4C=CC(=C(C5=CC=C1N5)C5=C(C=CC=C5)B=O)N4)C4=C(C=CC=C4)B=O)N3)C3=C(C=CC=C3)B=O)=N2.[Mn] manganese tetra(boroylphenyl)porphyrin